2,5-dimethoxy-4-bromobenzyl-piperazine (2R,4S,5R)-5-(acetoxymethyl)tetrahydrofuran-2,4-diyl-diacetate C(C)(=O)OC[C@H]1[C@@H](C[C@@H](O1)CC(=O)O)CC(=O)O.COC1=C(CN2CCNCC2)C=C(C(=C1)Br)OC